C(CCCOC1=CC=C(C=C1C=1C(=C(C=C(C1)C(C)(CC(C)(C)C)C)N1C2=CC(=CC=C2C=2C=CC(=CC12)C(C)(C)C)C(C)(C)C)O)F)OC1=CC=C(C=C1C=1C(=C(C=C(C1)C(C)(CC(C)(C)C)C)N1C2=CC(=CC=C2C=2C=CC(=CC12)C(C)(C)C)C(C)(C)C)O)F 6',6'''-(butane-1,4-diylbis(oxy))bis(3-(2,7-di-tert-butyl-9H-carbazol-9-yl)-3'-fluoro-5-(2,4,4-trimethylpentan-2-yl)[1,1'-biphenyl]-2-ol)